(S)-4-((1R,3r,5S,6R)-6-(1-isopropyl-3-(5-(trifluoromethyl)pyridin-3-yl)-1H-1,2,4-triazol-5-yl)bicyclo[3.1.0]hexane-3-yl)-3-methylmorpholine C(C)(C)N1N=C(N=C1C1[C@H]2CC(C[C@@H]12)N1[C@H](COCC1)C)C=1C=NC=C(C1)C(F)(F)F